3-(piperidin-4-ylmethyl)-1H-indole N1CCC(CC1)CC1=CNC2=CC=CC=C12